1-((3R,4S)-4-((5-(1-(2,2-difluoroethyl)-4-fluoro-2-methyl-1H-benzo[d]imidazol-6-yl)-6-fluoro-4-(methoxy-d3)pyrrolo[2,1-f][1,2,4]triazin-2-yl)amino)-3-fluoropiperidin-1-yl)ethan-1-one FC(CN1C(=NC2=C1C=C(C=C2F)C=2C(=CN1N=C(N=C(C12)OC([2H])([2H])[2H])N[C@@H]1[C@@H](CN(CC1)C(C)=O)F)F)C)F